ClC1=CC=C2C(=CNC2=C1)S(=O)(=O)NC1=C(C=CC=C1)Cl 6-chloro-N-(2-chlorophenyl)-1H-indole-3-sulfonamide